C(C)(C)(C)OC(=O)N(C=1SC=C(N1)C(=O)OC)CCCC(CO[Si](C)(C)C(C)(C)C)OC methyl 2-[tert-butoxycarbonyl-[5-[tert-butyl(dimethyl)silyl]oxy-4-methoxy-pentyl]amino]thiazole-4-carboxylate